OC(C(=O)N1CCC(=CC1)C1=CC=C(C=C1)[N+](=O)[O-])(C)C 2-hydroxy-2-methyl-1-(4-(4-nitrophenyl)-3,6-dihydropyridin-1(2H)-yl)propan-1-one